5-((4-chloro-5-((2,2'-dimethyl-3'-(3-(2-oxo-1,7-diazaspiro[4.4]non-7-yl)propoxy)-[1,1'-biphenyl]-3-yl)methoxy)-2-formylphenoxy)methyl)nicotinonitrile ClC1=CC(=C(OCC=2C=NC=C(C#N)C2)C=C1OCC=1C(=C(C=CC1)C1=C(C(=CC=C1)OCCCN1CC2(CCC(N2)=O)CC1)C)C)C=O